2-tert-butyl-7-methyl-5-nitrobenzo[d]oxazol-6-ol C(C)(C)(C)C=1OC2=C(N1)C=C(C(=C2C)O)[N+](=O)[O-]